C(C1=CC=CC=C1)NC1=C(C(C2(C(N(N=C2CC)C2=CC=CC=C2)=O)C1)C1=CC=CC=C1)C(=O)OCC ethyl 8-(benzylamino)-1-ethyl-4-oxo-3,6-diphenyl-2,3-diazaspiro[4.4]non-1,7-diene-7-carboxylate